10-(3-((tert-butyldiphenylsilyl)oxy)propyl)-5-chloro-4-fluoro-2-(methylsulfinyl)-9,10-dihydro-8H-7-oxa-1,3,6,10-tetraazacyclohepta[de]naphthalene [Si](C1=CC=CC=C1)(C1=CC=CC=C1)(C(C)(C)C)OCCCN1CCOC2=NC(=C(C=3N=C(N=C1C23)S(=O)C)F)Cl